ClC1=CC=C(C=C1)C1=C(CCC(C1)(C)C)CN1CCN(CC1)C(C=1C=C2CN(C(C2=CC1)=O)C1C(NC(CC1)=O)=O)F 3-(5-((4-((4'-chloro-5,5-dimethyl-3,4,5,6-tetrahydro-[1,1'-biphenyl]-2-yl)methyl)piperazin-1-yl)fluoromethyl)-1-oxoisoindolin-2-yl)piperidine-2,6-dione